2-(((3S,4R)-1-(4-aminopyrimidin-2-yl)-3-fluoropiperidin-4-yl)oxy)ethan-1-ol NC1=NC(=NC=C1)N1C[C@@H]([C@@H](CC1)OCCO)F